O=C1CCCC=2C=CC(=CC12)C(=O)O 8-oxo-5,6,7,8-tetrahydronaphthalene-2-carboxylic acid